fluorospiro[cyclopentane-1,3'-indoline] FN1CC2(C3=CC=CC=C13)CCCC2